ClC1=C(C=C(C=C1)F)[C@H]1C=2N(CC(N1)=O)C(=NC2NC(C2=CC(=CC(=C2)C(F)(F)F)F)=O)C(=O)N(C)OC (S)-8-(2-chloro-5-fluorophenyl)-1-(3-fluoro-5-(trifluoromethyl)benzamido)-N-methoxy-N-methyl-6-oxo-5,6,7,8-tetrahydroimidazo[1,5-a]pyrazine-3-carboxamide